N(NC(=O)OC(C)(C)C)C(=O)OC(C)(C)C Di-tert-butyl hydrazine-1,2-dicarboxylate